7-(6-((benzhydryl)amino)-5-methylpyridin-3-yl)-4,7-diazaspiro[2.5]octane-4-carboxylic acid tert-butyl ester C(C)(C)(C)OC(=O)N1C2(CC2)CN(CC1)C=1C=NC(=C(C1)C)NC(C1=CC=CC=C1)C1=CC=CC=C1